IC1=C(NC2=C1C(NCC21CCN(CC1)C(=O)OC(C)(C)C)=O)C1=NC(=NC=C1)SC tert-butyl 3'-iodo-2'-[2-(methylsulfanyl)pyrimidin-4-yl]-4'-oxo-5',6'-dihydro-1'H-spiro[piperidine-4,7'-pyrrolo[3,2-c]pyridine]-1-carboxylate